tert-butyl 7-(((R)-tert-butylsulfinyl) amino)-3-methyl-5,7-dihydrospiro[cyclopenta[c]pyridine-6,4'-piperidine]-1'-carboxylate C(C)(C)(C)[S@@](=O)NC1C=2C=NC(=CC2CC12CCN(CC2)C(=O)OC(C)(C)C)C